3-methylpiperazine-1-carboxamide CC1CN(CCN1)C(=O)N